1-formyl-4,7-Diazaspiro[2.5]octane C(=O)C1CC12NCCNC2